NC(C(C(CCCCNC(OCC1=CC=CC=C1)=O)NC(=O)[C@H]1N(C[C@H](C1)N1N=NC=C1C(C)(C)O)C([C@@H](CC1CCCCC1)NC(C1=CC=C(C=C1)F)=O)=O)=O)=O Benzyl (7-amino-5-((2S,4S)-1-((R)-3-cyclohexyl-2-(4-fluorobenzamido)propanoyl)-4-(5-(2-hydroxypropan-2-yl)-1H-1,2,3-triazol-1-yl)pyrrolidin-2-carboxamido)-6,7-dioxoheptyl)carbamat